2-(2,2,2-trifluoroethyl)pyrazole-3-carbaldehyde FC(CN1N=CC=C1C=O)(F)F